CC(C[C@@H](CC[C@@H]1O[C@H](CC1=C)CCS(=O)(=O)C1=CC=CC=C1)O)=C=C (R)-5-methyl-1-((2S,5R)-3-methylene-5-(2-(phenylsulfonyl)ethyl)tetrahydrofuran-2-yl)hept-5,6-dien-3-ol